NC1=NN2C(N=CC=C2)=C1C(=O)N[C@@H](C)C=1N(C(C2=C(C=CC=C2C1)C#CC1CN(C(C1)=O)C)=O)C1=CC=CC=C1 2-amino-N-((1S)-1-(8-(2-(1-methyl-5-oxopyrrolidin-3-yl)ethynyl)-1-oxo-2-phenylisoquinoline-3-yl)ethyl)pyrazolo[1,5-a]Pyrimidine-3-carboxamide